4-(2-fluoro-4-(6-(2-methylpyridin-4-yl)pyrido[3,2-d]pyrimidin-4-yl)phenyl)morpholine FC1=C(C=CC(=C1)C=1C2=C(N=CN1)C=CC(=N2)C2=CC(=NC=C2)C)N2CCOCC2